C[C@H]1NC(C2=C(C=3C=4C=CC(=NC4C=CC3S2)C2=C(N=NN2C)C=C)NC1)=O (R)-10-methyl-3-(1-methyl-4-vinyl-1H-1,2,3-triazol-5-yl)-9,10,11,12-tetrahydro-8H-[1,4]diazepino[5',6':4,5]thieno[3,2-f]quinolin-8-one